(1S,4S)-4-amino-N-((S)-(3-chloro-2-fluoro-5-hydroxyphenyl)(4-fluorobicyclo[2.2.1]heptan-1-yl)methyl)-3,3-difluorocyclopentane-1-carboxamide N[C@@H]1C(C[C@H](C1)C(=O)N[C@@H](C12CCC(CC1)(C2)F)C2=C(C(=CC(=C2)O)Cl)F)(F)F